CC1=NNC2=NC(=NC(=C21)N2C(CCC2)CO)NC=2N=CN(C2)C2=CC(=C(C(=C2)OC)OC)OC (1-(3-methyl-6-((1-(3,4,5-trimethoxyphenyl)-1H-imidazol-4-yl)amino)-1H-pyrazolo[3,4-d]pyrimidin-4-yl)pyrrolidin-2-yl)methanol